ethyl-5-(isopropylamino)pyrazine-2-carboxamide C(C)C=1C(=NC=C(N1)NC(C)C)C(=O)N